N-(5-(7'-Fluoro-3'-methyl-1-(1-methylpiperidin-4-yl)-2'-oxo-2',3'-dihydrospiro[azetidine-3,1'-pyrrolo[2,3-c]quinolin]-8'-yl)-2-(2-(isopropylamino)ethoxy)pyridin-3-yl)methanesulfonamide FC=1C(=CC=2C3=C(C=NC2C1)N(C(C31CN(C1)C1CCN(CC1)C)=O)C)C=1C=C(C(=NC1)OCCNC(C)C)NS(=O)(=O)C